C(OCN1C(C(N(C2=CC=CC=C12)CCCO)=O)=O)(OC)=O [4-(3-hydroxypropyl)-2,3-dioxo-3,4-dihydroquinoxalin-1(2H)-yl]methyl methyl carbonate